(3-hydroxy-6-(4-isopropoxyphenyl)pyrazine-2-carbonyl)glycine methyl ester COC(CNC(=O)C1=NC(=CN=C1O)C1=CC=C(C=C1)OC(C)C)=O